sodium anthrone C1=CC=CC=2CC3=CC=CC=C3C(C12)=O.[Na]